9H-fluoren-9-ylmethyl (2R,3R)-2-(2,3-dichlorophenyl)-3-hydroxy-pyrrolidine-1-carboxylate ClC1=C(C=CC=C1Cl)[C@H]1N(CC[C@H]1O)C(=O)OCC1C2=CC=CC=C2C=2C=CC=CC12